N1CC=CC=2C1=CN=NC2C(=O)N dihydropyrido[2,3-d]pyridazine-5-carboxamide